(2-(1-methyl-1H-pyrazol-4-yl)tetrahydro-1H-pyrrolizin-7a(5H)-yl)methanol hydrochloride Cl.CN1N=CC(=C1)C1CC2(CCCN2C1)CO